(4-chloro-6-methoxy-2-methylquinazolin-7-yl)(morpholin) ClC1=NC(=NC2=CC(=C(C=C12)OC)N1CCOCC1)C